C(CCC)[NH+](C)C N-butyl-dimethyl-ammonium